(1S,3S,5S)-2-((4-(4-fluorophenoxy)butanoyl)glycyl)-5-methyl-2-azabicyclo-[3.1.0]hexane-3-carboxylic acid FC1=CC=C(OCCCC(=O)NCC(=O)N2[C@H]3C[C@]3(C[C@H]2C(=O)O)C)C=C1